6-((1R,5S,6r)-6-(((3,5-difluoropyridin-4-yl)oxy)methyl)-3-azabicyclo[3.1.0]hexan-3-yl)-1-(oxetan-3-yl)-1H-pyrazolo[3,4-b]pyrazine FC=1C=NC=C(C1OCC1[C@H]2CN(C[C@@H]12)C1=CN=C2C(=N1)N(N=C2)C2COC2)F